FC(C1=CC=C(C=C1)SC=1C(=NC=CN1)C1=CC2=C(NN=N2)C=C1)(F)F 5-(3-((4-(Trifluoromethyl)phenyl)thio)pyrazin-2-yl)-1H-benzo[d][1,2,3]triazole